C(C)(C)(C)OC(=O)NC1=C(C(=NC=2N1N=CC2C(=O)OCC)Cl)C2=CC=CC=C2 Ethyl 7-((tert-butoxycarbonyl) amino)-5-chloro-6-phenylpyrazolo[1,5-a]pyrimidine-3-carboxylate